C(C(C)C)C1=CN=C2N1C=C(N=C2)C2=NN(C=C2N)C2OCCCC2 3-(3-Isobutylimidazo[1,2-a]pyrazin-6-yl)-1-(tetrahydro-2H-pyran-2-yl)-1H-pyrazol-4-amine